C(C)OC(/C(/F)=C/1\CCC2=CC=C(C=C12)OC)=O Ethyl-(Z)-(6-methoxy-1-indanylidene)fluoroacetate